COCC1(C=CC2=CC=CC(=C12)C1CCCCC1)COC 1,1-bis(methoxymethyl)-7-cyclohexyl-indene